[Si](C)(C)(C(C)(C)C)OC([C@@H](CC(C)C)NC(OC(C)(C)C)=O)CCCC=O tert-butyl N-[(1R)-2-[tert-butyl(dimethyl)silyl]oxy-1-isobutyl-6-oxo-hexyl]carbamate